FC1=CC=C(C(=O)NC2=C(C(=O)NCCN3CCOCC3)C=CC=C2)C=C1 2-[(4-fluorobenzoyl)amino]-N-(2-morpholin-4-ylethyl)benzamide